N-((1r,3r)-3-((5-(imidazo[1,2-a]pyrimidin-6-yl)-4-methoxy-7H-pyrrolo[2,3-d]pyrimidin-2-yl)amino)-1-methylcyclobutyl)propionamide N=1C=CN2C1N=CC(=C2)C2=CNC=1N=C(N=C(C12)OC)NC1CC(C1)(C)NC(CC)=O